4'-(Difluoromethyl)-1'-(4-iodo-1-methyl-1H-pyrazol-5-yl)spiro[cyclohexane-1,3'-indolin]-2'-one FC(C1=C2C3(C(N(C2=CC=C1)C1=C(C=NN1C)I)=O)CCCCC3)F